difluoromonochloroacetyl chloride FC(C(=O)Cl)(Cl)F